2,5-Bis(benzyloxy)-3-(hydroxy-methyl)benzaldehyde C(C1=CC=CC=C1)OC1=C(C=O)C=C(C=C1CO)OCC1=CC=CC=C1